NC1=C2C(=NC=N1)N(N=C2C=2C(=C1CCN(C1=CC2)C(CC2=CC(=C(C=C2)F)C(F)(F)F)=O)F)C2COC2 1-(5-(4-amino-1-(oxetan-3-yl)-1H-pyrazolo[3,4-d]pyrimidin-3-yl)-4-fluoroindolin-1-yl)-2-(4-fluoro-3-(trifluoromethyl)phenyl)ethan-1-one